3-(chlorosulfonyl)-5-fluorobenzoic acid ClS(=O)(=O)C=1C=C(C(=O)O)C=C(C1)F